ClC=1C=C(OC2C(C(C2(C)C)NC(C2=CN=C(C=C2)N2CCC(CC2)CO)=O)(C)C)C=CC1C#N N-((1r,3r)-3-(3-Chloro-4-cyanophenoxy)-2,2,4,4-tetramethylcyclobutyl)-6-(4-(hydroxymethyl)piperidin-1-yl)nicotinamide